C(C)N(CC)CCCl N,N-diethyl-chloroethylamine